2'-chloro-6',7'-dihydrospiro[cyclobutane-1,8'-cyclopenta[e]pyrazolo[1,5-a]pyrimidine] ClC1=NN2C(N=CC3=C2C2(CC3)CCC2)=C1